FC(C=1N(C(C2=C(N1)C=C(N2)C2=NN(C(=C2)OC2CCN(CC2)C2=CC(=CC=C2)OC)C)=O)CCC)F 2-Difluoromethyl-6-{5-[1-(3-methoxy-phenyl)-piperidin-4-yloxy]-1-methyl-1H-pyrazol-3-yl}-3-propyl-3,5-dihydro-pyrrolo[3,2-d]pyrimidin-4-one